C(C)(C)(C)OC(=O)N1CCC(CC1)(C=1N=NN(C1)[C@@H]1CC[C@H](CC1)C1=NN=C(N1C)[C@@H](C)OC1=CC(=CC=C1)C(C)C)F 4-fluoro-4-{1-[trans-4-(4-methyl-5-{(1R)-1-[3-(propan-2-yl)phenoxy]ethyl}-4H-1,2,4-triazol-3-yl)cyclohexyl]-1H-1,2,3-triazol-4-yl}piperidine-1-carboxylic acid tert-butyl ester